3,5-diacetamido-2,4,6-triiodobenzoic acid sodium salt [Na+].C(C)(=O)NC=1C(=C(C(=O)[O-])C(=C(C1I)NC(C)=O)I)I